4-(8-bromo-2,3-dihydrobenzo[b][1,4]dioxin-2-yl)-3-fluorobenzonitrile BrC1=CC=CC2=C1OC(CO2)C2=C(C=C(C#N)C=C2)F